diethyl 7-oxabicyclo[2.2.1]hepta-2,5-diene-2,3-dicarboxylate C12C(=C(C(C=C1)O2)C(=O)OCC)C(=O)OCC